O=C1NC(CCC1C1=NN(C2=CC(=CC=C12)C1CCN(CC1)C[C@@H]1[C@H](CN(CC1)C(=O)OC(C)(C)C)C)C)=O tert-butyl (3R,4S)-4-((4-(3-(2,6-dioxopiperidin-3-yl)-1-methyl-1H-indazol-6-yl) piperidin-1-yl) methyl)-3-methylpiperidine-1-carboxylate